ISOINDOLAMIDIN C=1(NC=C2C=CC=CC12)C(=N)N